NC1CCN(CC1)C1=C2C=C(C=NC2=NC=C1C1=CC(=CC(=C1)C)F)C=1C(=C(C#N)C=C(C1)F)O 3-[5-(4-Aminopiperidin-1-yl)-6-(3-fluoro-5-methylphenyl)-1,8-naphthyridin-3-yl]-5-fluoro-2-hydroxybenzonitril